tert-Butyl (3S,5S)-1-(2-amino-5-(4-cyanopyridin-3-yl)phenyl)-5-(hydroxymethyl)pyrrolidin-3-ylcarbamate NC1=C(C=C(C=C1)C=1C=NC=CC1C#N)N1C[C@H](C[C@H]1CO)NC(OC(C)(C)C)=O